N1=C2C(=CC=C1N)COCC2 7,8-dihydro-5H-pyrano[4,3-b]pyridin-2-amine